B(F)(F)F.FC(F)F Trifluoromethane trifluoroborate